2-[3-[1,3-benzodioxol-5-yl(methyl)carbamoyl]phenyl]-4-chloro-5-methyl-pyrazole-3-carboxamide O1COC2=C1C=CC(=C2)N(C(=O)C=2C=C(C=CC2)N2N=C(C(=C2C(=O)N)Cl)C)C